tert-butyl N-(2-(2-chloro-N-(7-(dimethoxymethyl)-1,2,3,4-tetrahydro-2,4-methylene-1,8-naphthyridin-4-yl)acetamido)ethyl)-N-methylcarbamate ClCC(=O)N(C12CC(NC3=NC(=CC=C13)C(OC)OC)C2)CCN(C(OC(C)(C)C)=O)C